(R or S)-2,2,2-trifluoro-1-((R)-3-(4-fluorophenethyl)-1-(2-(6-methylpyridin-3-yl)propan-2-yl)pyrrolidin-3-yl)ethan-1-ol FC([C@H](O)[C@]1(CN(CC1)C(C)(C)C=1C=NC(=CC1)C)CCC1=CC=C(C=C1)F)(F)F |o1:2|